1-(1-Ethyl-1H-imidazol-5-yl)methanamine dihydrochloride Cl.Cl.C(C)N1C=NC=C1CN